N-methyl-6-(trimethylstannyl)pyrimidine CN1CN=CC=C1[Sn](C)(C)C